(4-Chloro-5-fluoro-2-methoxyphenyl)methylamine ClC1=CC(=C(C=C1F)CN)OC